Cl.N[C@H]1CN(CCC1)C(=O)C1=CC2=C(N(C(=N2)C=2N(C3=CC=CC=C3C2)CC)CC)C=C1 (R)-(3-Aminopiperidin-1-yl)(1-ethyl-2-(1-ethyl-1H-indol-2-yl)-1H-benzo[d]imidazol-5-yl)methanone, hydrochloride salt